C[C@H]1[C@H]([C@H](C[C@@H](O1)O[C@H]2C[C@@](CC3=C2C(=C4C(=C3O)C(=O)C5=C(C4=O)C(=CC=C5)OC)O)(C(=O)C)O)[NH3+])O The molecule is an anthracycline cation that is the conjugate acid of daunorubicin, arising from protonation of the amino group. It is a conjugate acid of a daunorubicin.